[5-(4-{[(2,4-dimethoxyphenyl) methyl] amino}-5-(1-methyl-1H-pyrazol-3-yl)-7H-pyrrolo[2,3-d]pyrimidin-7-yl) pyridin-3-yl] methyl carbonate C(OC=1C=NC=C(C1)N1C=C(C2=C1N=CN=C2NCC2=C(C=C(C=C2)OC)OC)C2=NN(C=C2)C)(OC)=O